(1',3',4',6'-tetrahydroxy-2',4',6'-trimethyl-7'-(propan-2-ylidene)-1',2',3',4',6',7'-hexahydrospiro[cyclopropane-1,5'-indene]-2'-yl)acetonitrile OC1C(C(C=2C(C3(C(C(C12)=C(C)C)(C)O)CC3)(C)O)O)(C)CC#N